tris(2-ethylhexyl)trimellitate C(C)C(CC=1C(=C(C(=C(C1C(=O)[O-])C(=O)[O-])CC(CCCC)CC)C(=O)[O-])CC(CCCC)CC)CCCC